COC1=NC=CC=C1C1=CC=2C(=CN=CC2)N1 2-(2-methoxypyridin-3-yl)-1H-pyrrolo[2,3-c]pyridine